C1(CC1)C(=O)NC1=CC(=C(N=N1)C(=O)NC([2H])([2H])[2H])NC1=C(C(=CC=C1)C1=NOC(=N1)CF)OC 6-cyclopropaneamido-4-({3-[5-(fluoromethyl)-1,2,4-oxadiazol-3-yl]-2-methoxyphenyl}amino)-N-(2H3)methylpyridazine-3-carboxamide